Cl.C[C@@]1(CNCCC1)O (3R)-3-methylpiperidin-3-ol, hydrochloride